4-(2-(Cyclobutyl(ethyl)amino)-6-isopropylpyrimidine-4-carboxamido)benzoic acid C1(CCC1)N(C1=NC(=CC(=N1)C(=O)NC1=CC=C(C(=O)O)C=C1)C(C)C)CC